8-[4-amino-2-(trifluoromethoxy)phenoxy]-4H-pyrido[2,3-b]pyrazin-3-one NC1=CC(=C(OC2=CC=NC=3NC(C=NC32)=O)C=C1)OC(F)(F)F